Cl.FC1=CC(=CC2=CN(N=C12)C)C1=CC2=C(C=N1)N=C(S2)OC2CCNCC2 6-(7-Fluoro-2-methyl-2H-indazol-5-yl)-2-[(piperidin-4-yl)oxy][1,3]thiazolo[4,5-c]pyridin-Hydrochlorid